2-(n-butylamino)-3H-phenol C(CCC)NC1C(=CC=CC1)O